(S)-(4-(4-cyclopropylpyrazolo[1,5-a]pyridin-2-yl)-1,4,6,7-tetrahydro-5H-imidazo[4,5-c]pyridin-5-yl)(5-(2-fluoropropan-2-yl)-1,3,4-oxadiazol-2-yl)methanone C1(CC1)C=1C=2N(C=CC1)N=C(C2)[C@H]2N(CCC1=C2N=CN1)C(=O)C=1OC(=NN1)C(C)(C)F